ClC=1C=C2C=C(NC2=CC1OCC1=CC(=NO1)C)CNC(C([2H])([2H])[2H])=O N-({5-chloro-6-[(3-methyl-5-isoxazolyl)methoxy]-2-indolyl}methyl)(2,2,2-2H3)acetamide